1-(3-(tert-butoxy)-3-oxopropyl) 4-octyl 2-methylenesuccinate C=C(C(=O)OCCC(=O)OC(C)(C)C)CC(=O)OCCCCCCCC